[6-[[5-(trifluoromethyl)isoxazol-3-yl]methyl]-2,6-diazaspiro[3.3]heptan-2-yl]-[6-[3-(trifluoromethyl)-1,2,4-triazol-1-yl]-2-azaspiro[3.3]heptan-2-yl]methanone FC(C1=CC(=NO1)CN1CC2(CN(C2)C(=O)N2CC3(C2)CC(C3)N3N=C(N=C3)C(F)(F)F)C1)(F)F